P(OC(CCN(C(C)=O)OC(C)C1=CC=CC=C1)C1=CC(=C(C=C1)Cl)Cl)([O-])=O 1-(3,4-dichlorophenyl)-3-[N-(1-phenylethoxy) acetamido]propyl phosphonate